N-[(1S)-1'-(7-bromo-6-methyl-pyrazolo[1,5-a]pyrazin-4-yl)-4-fluoro-spiro[indan-2,4'-piperidin]-1-yl]carbamic acid tert-butyl ester C(C)(C)(C)OC(N[C@@H]1C2=CC=CC(=C2CC12CCN(CC2)C=2C=1N(C(=C(N2)C)Br)N=CC1)F)=O